C(C)OC(=O)C1=NN(C=C1NC(=O)OC1=CC=CC=C1)CC1=CC=C(C=C1)OC 1-(4-methoxybenzyl)-4-((phenoxycarbonyl)amino)-1H-pyrazole-3-carboxylic acid ethyl ester